2-fluoro-N-(6-(2-(hydroxymethyl)-5-(1H-pyrazol-1-yl)phenyl)imidazo[1,2-a]pyridin-2-yl)cyclopropane-1-carboxamide FC1C(C1)C(=O)NC=1N=C2N(C=C(C=C2)C2=C(C=CC(=C2)N2N=CC=C2)CO)C1